NC=1C=C(C(=NC1)C(=O)N(C)C1CC1)C(F)F 5-amino-N-cyclopropyl-3-(difluoromethyl)-N-methylpyridinamide